[N+](=O)([O-])C1=CC=C(O[P@@](=O)(OC2=CC=CC=C2)N[C@@H](C)C(=O)O[C@@H]2CC[C@H](CC2)C(F)(F)F)C=C1 trans-4-(trifluoromethyl)cyclohexyl ((S)-(4-nitrophenoxy)(phenoxy)phosphoryl)-L-alaninate